ClC1=C(C(=NC(=N1)SCCC)NCC#C)N 6-Chloro-N4-(prop-2-yn-1-yl)-2-(propylthio)pyrimidine-4,5-diamine